NCC1=CC=C(C=C1)C1=CC(=CC=C1F)S(=O)(=O)N1CCC2(C[C@H](CO2)NC[C@@H](COC2=CC(=CC=C2)S(=O)(=O)C2(CC2)CO)O)CC1 (S)-1-((R)-8-(4'-(aminomethyl)-6-fluorobiphenyl-3-ylsulfonyl)-1-oxa-8-azaspiro[4.5]decan-3-ylamino)-3-(3-(1-(hydroxymethyl)cyclopropylsulfonyl)phenoxy)propan-2-ol